OXODICOPPER O([Cu])[Cu]